C(C)OC(C(CC1COCC1)NS(=O)(=O)C1=CC=C(C=C1)OC(F)(F)F)=O.FC(OC=1C=C2CNC(C2=CC1)=O)F 5-(difluoromethoxy)isoindolin-1-one ethyl-3-(tetrahydrofuran-3-yl)-2-((4-(trifluoromethoxy)phenyl)sulfonamido)propanoate